ethyl 5-fluoro-1-(3-fluorothiophen-2-yl)-1H-pyrazolo[3,4-b]pyridine-3-carboxylate FC=1C=C2C(=NC1)N(N=C2C(=O)OCC)C=2SC=CC2F